tert-Butyl (6-(4-allyl-4H-1,2,4-triazol-3-yl)pyridin-2-yl)(2-(allyloxy)-3-(trifluoromethyl)benzoyl)carbamate C(C=C)N1C(=NN=C1)C1=CC=CC(=N1)N(C(OC(C)(C)C)=O)C(C1=C(C(=CC=C1)C(F)(F)F)OCC=C)=O